ClC=1N(N=C2C(N(N=CC21)[C@H]2[C@@H]1CO[C@H]([C@H]21)CF)=O)CC2=C(C=CC=C2)F |r| rac-3-chloro-2-(2-fluorobenzyl)-6-((1S,2R,5R,6S)-2-(fluoromethyl)-3-oxabicyclo[3.1.0]hexan-6-yl)-2,6-dihydro-7H-pyrazolo[3,4-d]pyridazin-7-one